ClC1=CC=C(C=C1)C1=NNCC1C1=CC=CC=C1 3-(4-chlorophenyl)-4-phenyl-4,5-dihydro-1H-pyrazole